2-(4'-diethylamino-2'-hydroxybenzoyl)-hexyl benzoate C(C1=CC=CC=C1)(=O)OCC(CCCC)C(C1=C(C=C(C=C1)N(CC)CC)O)=O